NC1=C(C(CCO)(N)N)C=CC=C1 triaminotolueneethanol